2,6-dichloro-N-methoxy-N-methyl-pyrimidine-4-carboxamide ClC1=NC(=CC(=N1)C(=O)N(C)OC)Cl